(dibenzothiophenylphenyl)(biphenylyl)(diphenylfluorenyl)(dibenzofuranylphenyl)(biphenylyl)(diphenylfluorenyl)amine C1(=CC=CC=2SC3=C(C21)C=CC=C3)C3=C(C=CC=C3)C=3C(=C2C=1C(=C(C(=C(C1CC2=CC3)N(C3=C(C=CC=C3)C3=CC=CC=C3)C3=C(C=CC=C3)C3=CC=CC=2OC1=C(C23)C=CC=C1)C1=CC=CC=C1)C1=CC=CC=C1)C1=C(C(=CC=2C3=CC=CC=C3CC12)C1=CC=CC=C1)C1=CC=CC=C1)C1=C(C=CC=C1)C1=CC=CC=C1